C1(CC1)[C@@H](CO)NC(=O)C=1C(N(N=C(C1)C1=CC=C(C=C1)C(F)(F)F)C=1C=NN(C1)C)=O N-[(1S)-1-Cyclopropyl-2-hydroxyethyl]-2-(1-methyl-1H-pyrazol-4-yl)-3-oxo-6-[4-(trifluoromethyl)phenyl]-2,3-dihydropyridazine-4-carboxamide